C(C(=C)C)(=O)OC(C(F)(F)F)(C(C(C(C(C(C(F)(F)F)(F)F)(F)F)(F)F)(F)F)(F)F)F perfluoro-hexylethyl methacrylate